4-(4,4'-dimethylanilino)phenylboronic acid CC1(CC=C(NC2=CC=C(C=C2)B(O)O)C=C1)C